NC(C(C1=CC=C(C=C1)F)N1C[C@@H](N(C[C@H]1C)C(=O)OC(C)(C)C)C)=O tert-butyl (2S,5R)-4-(2-amino-1-(4-fluorophenyl)-2-oxoethyl)-2,5-dimethylpiperazine-1-carboxylate